N-(4-((4-((8-aminooctyl)oxy)phenyl)carbamoyl)benzyl)-N-cyclopropyl-3-oxo-3,4-dihydro-2H-benzo[b][1,4]oxazine-7-carboxamide 2,2,2-trifluoroacetate FC(C(=O)O)(F)F.NCCCCCCCCOC1=CC=C(C=C1)NC(=O)C1=CC=C(CN(C(=O)C=2C=CC3=C(OCC(N3)=O)C2)C2CC2)C=C1